O=C1NC(CCC1C1=CC(=C(C=C1)C1(CCC(CC1)CC=O)O)F)=O 4-[4-(2,6-dioxopiperidin-3-yl)-2-fluorophenyl]-4-hydroxycyclohexyl-acetaldehyde